CC1(C(C2=CC=C(C=C2C1)C1=CC(=C(C=C1)OC(F)(F)F)C)NC(O[C@@H]1CN2CCC1CC2)=O)C (S)-quinuclidin-3-yl (2,2-dimethyl-5-(3-methyl-4-(trifluoromethoxy)phenyl)-2,3-dihydro-1H-inden-1-yl)carbamate